3,3'-((4-bromophenyl)methylene)bis(1H-pyrrolo[2,3-b]pyridine) BrC1=CC=C(C=C1)C(C1=CNC2=NC=CC=C21)C2=CNC1=NC=CC=C12